3,7-dimethyl-1H-indazol-5-amine CC1=NNC2=C(C=C(C=C12)N)C